[3-(benzyloxy)propyl]triphenylphosphine bromide [Br-].C(C1=CC=CC=C1)OCCCC1=C(C=CC=C1)P(C1=CC=CC=C1)C1=CC=CC=C1